4-((6-amino-4-(4-methylpiperazin-1-yl)pyridin-2-yl)amino)cyclohexan-1-ol NC1=CC(=CC(=N1)NC1CCC(CC1)O)N1CCN(CC1)C